ClC1=C(C(C=2C=CC=NC2C1=O)=O)NC1=CC(=C(C(=C1)F)N1CCN(CC1)C)F 7-chloro-6-((3,5-difluoro-4-(4-methylpiperazin-1-yl)phenyl)amino)quinoline-5,8-dione